B12B3[B-]14B5[B-]23B45.[Ca+2] calcium boride